3-(methyl)acryloxypropionic acid CC=CC(=O)OC(C(=O)O)C